ClC1=CC=C(CN2C(=CC=3N(C(N(C(C32)=O)CCCO)=O)C)\C=C(/C)\C3CCCC3)C=C1 (E)-5-(4-chlorobenzyl)-6-(2-cyclopentylprop-1-en-1-yl)-3-(3-hydroxypropyl)-1-methyl-1,5-dihydro-2H-pyrrolo[3,2-d]pyrimidine-2,4(3H)-dione